(R)-tert-butyl 3-((6-(6-chloroimidazo[1,2-a]pyrazin-3-yl)pyridin-2-yl)amino)piperidine-1-carboxylate ClC=1N=CC=2N(C1)C(=CN2)C2=CC=CC(=N2)N[C@H]2CN(CCC2)C(=O)OC(C)(C)C